3,9-dimethyl-undecane CC(CC)CCCCCC(CC)C